ClC=1C=C(C=C2C(=C(C=NC12)C#N)NC1=CC(=C(C=C1)F)Cl)N[C@H](C=1N=NN(C1)C1CCNCC1)C=1SC=CC1Cl (R)-8-chloro-4-((3-chloro-4-fluorophenyl)amino)-6-(((3-chlorothiophen-2-yl)(1-(piperidin-4-yl)-1H-1,2,3-triazol-4-yl)methyl)amino)quinoline-3-carbonitrile